trans-cyclohexylbiphenyl-boric acid B(O)(O)O.C1(CCCCC1)C1=C(C=CC=C1)C1=CC=CC=C1